6-bromo-N-(6-methylpyridin-3-yl)-8,9-dihydroimidazo[1',2':1,6]pyrido[2,3-d]pyrimidin-2-amine BrC1=CC2=C(N=C(N=C2)NC=2C=NC(=CC2)C)N2C1=NCC2